Seleno-glucose [Se]=C[C@H](O)[C@@H](O)[C@H](O)[C@H](O)CO